4,6-dichloropyrimido[5,4-d]pyrimidine ClC=1C2=C(N=CN1)C=NC(=N2)Cl